4-amino-1-(4-fluoro-5,6-dimethoxybenzothien-2-yl)butan-1-one methyl-2-iodo-6-methoxybenzo[d]oxazole-5-carboxylate COC(=O)C=1C(=CC2=C(N=C(O2)I)C1)OC.NCCCC(=O)C=1SC2=C(C1)C(=C(C(=C2)OC)OC)F